C1(CCCC1)OC(=O)C=1N(N=C(C1)N)C 5-amino-2-methyl-pyrazole-3-carboxylic acid cyclopentyl ester